ClC1=CC=C(S1)S(=O)(=O)NN(CC#C)C1=CC=CC=C1 5-chloro-N'-phenyl-N'-(prop-2-yn-1-yl)thiophene-2-sulfonyl-hydrazine